4-chloro-3-(5,7-difluoro-4-oxo-6-(2-(trifluoromethyl)-1H-imidazol-4-yl)-1,4-dihydroquinolin-2-yl)benzonitrile ClC1=C(C=C(C#N)C=C1)C=1NC2=CC(=C(C(=C2C(C1)=O)F)C=1N=C(NC1)C(F)(F)F)F